tert.-butyl-Benzylamin C(C)(C)(C)NCC1=CC=CC=C1